NC1=C(C)C(=C(C=C1CC)CC)N 2,6-diamino-3,5-diethyltoluene